(2S,4r)-1-[(2S)-2-[4-[(4-tert-butylphenoxy)methyl]triazol-1-yl]-3,3-dimethyl-butyryl]-4-hydroxy-N-methyl-pyrrolidine-2-carboxamide C(C)(C)(C)C1=CC=C(OCC=2N=NN(C2)[C@H](C(=O)N2[C@@H](C[C@H](C2)O)C(=O)NC)C(C)(C)C)C=C1